methyl 3-[[1-(6-chloropyridazin-4-yl)-3-(trifluoromethyl)-5,6-dihydro-4H-pyrazolo[3,4-b]pyridine-7-yl]methyl]bicyclo[1.1.1]pentane-1-carboxylate ClC1=CC(=CN=N1)N1N=C(C2=C1N(CCC2)CC21CC(C2)(C1)C(=O)OC)C(F)(F)F